FC(CC(F)(F)F)(F)F hexa-fluoro-propane